tert-Butyl 4-[3-(2,5-dioxopyrrol-1-yl)propyl]piperazine-1-carboxylate O=C1N(C(C=C1)=O)CCCN1CCN(CC1)C(=O)OC(C)(C)C